ClC1=C2C(=NNC2=CC=C1)C1=C(C=2N=C(N=C(C2C=N1)N1CC2CCC(C1)O2)OC[C@]21CCCN1C[C@@H](C2)F)F 7-(4-chloro-1H-indazol-3-yl)-8-fluoro-2-{[(2R,7aS)-2-fluorotetrahydro-1H-pyrrolizin-7a(5H)-yl]methoxy}-4-(8-oxa-3-azabicyclo[3.2.1]octan-3-yl)pyrido[4,3-d]pyrimidine